C(=O)(O)C(CC=1C=C(CN(C(CC=2C=C(C=CC2)CC(C(=O)O)C2CNCC2)=O)CCNC2=CC(=CC=C2)CC(C2CNCC2)C(=O)O)C=CC1)C1CNCC1 3-(3-(2-((3-(2-carboxy-2-(pyrrolidin-3-yl)ethyl)benzyl)(2-((3-(2-carboxy-2-(pyrrolidin-3-yl)ethyl)phenyl)amino)ethyl)amino)-2-oxoethyl)phenyl)-2-(pyrrolidin-3-yl)propanoic acid